NC=1C=C(C=C(C1)C(F)(F)F)[C@@H](C)NC1=NC(=NC2=C3C(=C(C=C12)NC1CCOCC1)CCC3)C (R)-N4-(1-(3-amino-5-(trifluoromethyl)phenyl)ethyl)-2-methyl-N6-(tetrahydro-2H-pyran-4-yl)-8,9-dihydro-7H-cyclopenta[h]quinazoline-4,6-diamine